(E)-1-((R)-2-((4-amino-3-(4-phenoxyphenyl)-1H-pyrazolo[3,4-d]pyrimidin-1-yl)methyl)pyrrolidin-1-yl)-4-(dimethylamino)but-2-en-1-one NC1=C2C(=NC=N1)N(N=C2C2=CC=C(C=C2)OC2=CC=CC=C2)C[C@@H]2N(CCC2)C(\C=C\CN(C)C)=O